ClC1(CC=C(C=C1)C1=CC=CC=C1)C=1N=NNC1C(=O)OCC ethyl 4-(4-chloro-[1,1-biphenyl]-4-yl)-1H-1,2,3-triazole-5-carboxylate